(6R,8S)-N-(3-chloro-4-(pyrimidin-2-yl)phenyl)-8-(1-(difluoromethyl)-1H-pyrazol-3-yl)-2-fluoro-8-methyl-7,8-dihydro-6H-cyclopenta[e]pyrazolo[1,5-a]pyrimidine-6-carboxamide ClC=1C=C(C=CC1C1=NC=CC=N1)NC(=O)[C@@H]1C[C@](C2=C1C=NC=1N2N=C(C1)F)(C)C1=NN(C=C1)C(F)F